OCC[NH+](CCO)[O-] N,N-bis(2-hydroxyethyl)amine oxide